FC(OC=1C=CC(=NC1)NC(=O)N1C2CCC1CC=1C(=NC=CC12)F)F (±)-N-(5-(Difluoromethoxy)pyridin-2-yl)-1-fluoro-6,7,8,9-tetrahydro-5H-5,8-epiminocyclohepta[c]pyridine-10-carboxamide